tert-Butyl (8-(4-(4-cyano-3-fluorophenyl)-5-(5-fluoro-3-methylbenzo[d]isoxazol-6-yl) Thiazole-2-carbonyl)-8-azabicyclo[3.2.1]octan-3-yl)carbamate C(#N)C1=C(C=C(C=C1)C=1N=C(SC1C1=CC2=C(C(=NO2)C)C=C1F)C(=O)N1C2CC(CC1CC2)NC(OC(C)(C)C)=O)F